OC1=C(C=CC=C1)C=1N=NC2=CC(=CC=C2C1)N1CC2(CN(C2)C2=NC=CC(=C2)C(C(=O)O)C(C)C)C1 2-(2-{6-[3-(2-hydroxyphenyl)cinnolin-7-yl]-2,6-diazaspiro[3.3]heptan-2-yl}pyridin-4-yl)-3-methylbutanoic acid